N-(5-((6-Methoxy-7-(3-morpholinopropoxy)chinolin-4-yl)oxy)pyridin-2-yl)-4-methylpicolinamid COC=1C=C2C(=CC=NC2=CC1OCCCN1CCOCC1)OC=1C=CC(=NC1)NC(C1=NC=CC(=C1)C)=O